C=CCC (Z)-butene